6-chloro-5-((1S,2R)-2-methylcyclopropyl)-1-((2-(trimethylsilyl) ethoxy) methyl)-1H-indazol-4-yl trifluoromethanesulfonate FC(S(=O)(=O)OC1=C2C=NN(C2=CC(=C1[C@@H]1[C@@H](C1)C)Cl)COCC[Si](C)(C)C)(F)F